6-({5-[(1S,3R)-3-hydroxycyclopentyl]-2-(2-methylpropan-2-yl)pyrazol-3-yl}amino)-2,3-dihydro-1H-indene-1-carbonitrile O[C@H]1C[C@H](CC1)C=1C=C(N(N1)C(C)(C)C)NC1=CC=C2CCC(C2=C1)C#N